C(C)(C)OC=1C(=C(C(=CC1)[N+](=O)[O-])N1C[C@@H](CCC1)CNC(OC(C)(C)C)=O)C(F)(F)F (S)-tert-butyl ((1-(3-isopropoxy-6-nitro-2-(trifluoromethyl)phenyl)piperidin-3-yl)methyl)carbamate